N1N=NC(=C1)C(=O)NN 1H-1,2,3-triazole-4-carbohydrazide